C(C)(C)N1CCC(CC1)C1=CC=C(C=C1)C1=CC2=C(C(=N1)C)N=C(N2C)C2=CC=C(C=C2)S(=O)(=O)C 6-(4-(1-isopropylpiperidin-4-yl)phenyl)-1,4-dimethyl-2-(4-(methylsulfonyl)phenyl)-1H-imidazo[4,5-c]pyridine